C(C)C1=NC=CC=C1C(C)N1C[C@H](C(CC1)C1=C(C(N(N=C1)C1OCCN1)=O)C#N)C 5-[(3S)-1-[1-(2-ethylpyridin-3-yl)ethyl]-3-methylpiperidin-4-yl]-2-(oxazolidin-2-yl)-3-oxo-2,3-dihydropyridazine-4-carbonitrile